ClC1=NC=C(C(=C1)C1=C(C=NC(=C1)C)C(=O)NC=1SC(=NN1)OCC1OCC(OC1)CO)OC 2'-chloro-N-(5-((5-(hydroxymethyl)-1,4-dioxan-2-yl)methoxy)-1,3,4-thiadiazol-2-yl)-5'-methoxy-6-methyl-(4,4'-bipyridyl)-3-carboxamide